O=C1N(CCC(N1)=O)C1=C(C=C(OCCCC(=O)O)C=C1)OC 4-(4-(2,4-Dioxotetrahydropyrimidine-1(2H)-yl)-3-methoxyphenoxy)butanoic acid